Allylisocyanate C(C=C)N=C=O